BrC1=CC=C(C=C1)C=1C(N(C=C2C1N=C(N=C2)NCC(F)(F)F)C2=CC1=CN(N=C1C=C2)C)=O 8-(4-bromophenyl)-6-(2-methyl-2H-indazol-5-yl)-2-(2,2,2-trifluoroethylamino)pyrido[4,3-d]pyrimidin-7(6H)-one